O=C1NC(CCC1C1=CC=C(C=C1)N1CCC(CC1)N1CCN(CC1)C(=O)OC(C)(C)C)=O tert-butyl 4-[1-[4-(2,6-dioxo-3-piperidyl)phenyl]-4-piperidyl]-piperazine-1-carboxylate